benzotriazol-1-yloxy-tris(dimethylamino)phosphanium N1(N=NC2=C1C=CC=C2)O[P+](N(C)C)(N(C)C)N(C)C